(2-aminophenyl)piperidine-1-carboxylic acid tert-butyl ester C(C)(C)(C)OC(=O)N1C(CCCC1)C1=C(C=CC=C1)N